CS(=O)(=O)C1=C(C=CC=C1)CC(=O)NC1=NNC(=C1)[C@@H]1C[C@@H](CC1)N(C(O)=O)[C@@H](C)CC.BrC1=CC=C(C=C1)C(=O)N1CCN(CC1)C (4-Bromophenyl)(4-methylpiperazin-1-yl)methanone (1R,3S)-3-[3-({[2-(methylsulfonyl)phenyl]acetyl}amino)-1H-pyrazol-5-yl]cyclopentyl-(2S)-butan-2-ylcarbamate